COC1=C(OC2C(N=C(NC2=O)C2=NC=CC=N2)=O)C=CC=C1 5-(2-methoxy-phenoxy)-1H-[2,2']bipyrimidinyl-4,6-dione